methyl 5-(4,5-difluoro-2-{[(4R)-4-methyl-5-{[5-(4-methylpiperazin-1-yl)-2-nitrophenyl] amino} pentyl] oxy} phenyl)-1-methyl-6-oxopyridine-3-carboxylate FC1=CC(=C(C=C1F)C1=CC(=CN(C1=O)C)C(=O)OC)OCCC[C@H](CNC1=C(C=CC(=C1)N1CCN(CC1)C)[N+](=O)[O-])C